CN(C(C(CC)C)=O)C1=CC=CC=C1 N,2-dimethyl-N-phenylbutyramide